FC1=C(C(=C(C=C1)N1CCN(CC1)C(CN1N=C(C=2CCCCC12)C(=O)N1C[C@@H]([C@@H](CC1)O)F)=O)C)C 1-(4-(4-fluoro-2,3-dimethylphenyl)piperazin-1-yl)-2-(3-((3S,4R)-3-fluoro-4-hydroxypiperidine-1-carbonyl)-4,5,6,7-tetrahydro-1H-indazol-1-yl)ethanone